(2S,3S,4R,5R)-3,4-dihydroxyl-N-methyl-5-(6-(((6-methylpyridin-2-yl)methyl)amino)-2-(5-methylpyridin-3-yl)-9H-purin-9-yl)tetrahydrofuran-2-formamide O[C@@H]1[C@H](O[C@H]([C@@H]1O)N1C2=NC(=NC(=C2N=C1)NCC1=NC(=CC=C1)C)C=1C=NC=C(C1)C)C(=O)NC